FC([C@@](CNC(=O)C1=NC(=C(C=C1N)C(F)(F)F)Br)(C)O)(F)F 3-Amino-6-bromo-5-trifluoromethyl-pyridine-2-carboxylic acid ((S)-3,3,3-trifluoro-2-hydroxy-2-methyl-propyl)-amide